(4-isopropoxy)benzyl-N-(4-(ethylsulfonyl)benzyl)-9H-carbazole-3-amide C(C)(C)OC1=CC=C(CC2=CC(=CC=3C4=CC=CC=C4NC23)C(=O)NCC2=CC=C(C=C2)S(=O)(=O)CC)C=C1